1-(2,5-dimethyl-3-phenylquinolin-6-yl)-3-(2-hydroxybutyl)urea CC1=NC2=CC=C(C(=C2C=C1C1=CC=CC=C1)C)NC(=O)NCC(CC)O